NC1=C(C=CC(=C1)C(F)(F)F)C#CC(C)(O)C 4-(2-amino-4-(trifluoromethyl)phenyl)-2-methylbut-3-yn-2-ol